3-fluoro-5-methylpyridin FC=1C=NC=C(C1)C